CC12CC3CC(CC(C1)(C3)C)(C2)O 5,7-dimethyladamantan-1-ol